C(CCCCCCCCCCCCCCCCC)C(C(=O)N)(CCCC(=O)N)CCCCCCCCCCCCCCCCCC distearyl-adipic acid diamide